benzo[d]isothiazole-3-thiol S1N=C(C2=C1C=CC=C2)S